10-methyldotriacontane CC(CCCCCCCCC)CCCCCCCCCCCCCCCCCCCCCC